C(C)[NH2+]CC.[Cu](Cl)(Cl)(Cl)Cl copper tetrachloride diethylammonium salt